1-(4-(chloromethyl)pyridin-2-yl)-3-(2,2-difluoroethyl)urea ClCC1=CC(=NC=C1)NC(=O)NCC(F)F